CC=1N=C(C2=C(N1)N=CC(=C2)C=2CN(CC2)C(=O)OC(C)(C)C)N[C@H](C)C2=C(C(=CC=C2)C(F)(F)F)C tert-butyl 3-[2-methyl-4-({(1R)-1-[2-methyl-3-(trifluoromethyl)phenyl]ethyl}amino)pyrido[2,3-d]pyrimidin-6-yl]-2,5-dihydro-1H-pyrrole-1-carboxylate